(±)-3-hydroxyphenylalanine OC=1C=C(C[C@H](N)C(=O)O)C=CC1 |r|